C1(=CC=CC=2C=CCCC12)CC(=O)[O-] 7,8-dihydronaphthalene-1-acetate